3-{[4-(trifluoromethyl)benzyl]oxy}cyclobutane-1-carboxylic acid FC(C1=CC=C(COC2CC(C2)C(=O)O)C=C1)(F)F